N[C@@H]1[C@H](CCC1)C(=O)OCC ethyl (1S,2S)-2-aminocyclopentanecarboxylate